BrC1=CC=2C(C3=CC=CC=C3C2C=C1)(CCC)CCC 2-bromo-9,9-dipropylfluorene